Cyclopropyl-(3-(6-(1-methyl-1H-pyrazol-4-yl)-7H-pyrrolo[2,3-d]pyrimidin-4-yl)-3,8-diazabicyclo[3.2.1]oct-8-yl)methanone C1(CC1)C(=O)N1C2CN(CC1CC2)C=2C1=C(N=CN2)NC(=C1)C=1C=NN(C1)C